tert-butyl (3R)-3-[(1S)-2-tert-butoxy-2-oxo-1-[[3-[2-oxo-3-[3-(tritritiomethoxy)phenyl]imidazolidin-1-yl]phenyl]methyl]ethyl]pyrrolidine-1-carboxylate C(C)(C)(C)OC([C@@H](CC1=CC(=CC=C1)N1C(N(CC1)C1=CC(=CC=C1)OC([3H])([3H])[3H])=O)[C@@H]1CN(CC1)C(=O)OC(C)(C)C)=O